Benzyl N-[(1R,3R)-3-[7-bromo-4-[(2,4-dimethoxyphenyl)methylamino]-3-[4-[[4-(trifluoromethyl)-2-pyridyl]carbamoyl]phenyl]pyrazolo[4,3-c]pyridin-1-yl]cyclohexyl]carbamate BrC=1C2=C(C(=NC1)NCC1=C(C=C(C=C1)OC)OC)C(=NN2[C@H]2C[C@@H](CCC2)NC(OCC2=CC=CC=C2)=O)C2=CC=C(C=C2)C(NC2=NC=CC(=C2)C(F)(F)F)=O